[Zn].ON1C(C=CC=C1)=S 1-hydroxy-2-pyridinethione zinc salt